tert-butyl (2-(4-chloro-2-fluoro-3-(4,4,5,5-tetramethyl-1,3,2-dioxaborolan-2-yl)phenyl)-2-phenylethyl)carbamate ClC1=C(C(=C(C=C1)C(CNC(OC(C)(C)C)=O)C1=CC=CC=C1)F)B1OC(C(O1)(C)C)(C)C